C(#N)CCN1N=CC(=C1)C1=NC2=CC=CC=C2C(=C1)[C@@H](C)NC(C1=C(C=CC(=C1)OCCN(C)C)C)=O (R)-N-(1-(2-(1-(2-cyanoethyl)-1H-pyrazol-4-yl)quinolin-4-yl)ethyl)-5-(2-(dimethylamino)ethoxy)-2-methylbenzamide